NC1=CC=C(C=C1)NC(\C=C/C(=O)O)=O.[Na] sodium (2Z)-4-[(4-aminophenyl)Amino]-4-oxo-2-butenoic acid